CC1=CC=C2C(=CN(C2=C1)C1(CC1)/C=C/C(C)=O)[N+](=O)[O-] (E)-4-(1-(6-methyl-3-nitro-1H-indol-1-yl)cyclopropyl)but-3-en-2-one